(2S,4S)-1-Boc-4-bromopyrrolidine-2-carboxylic acid C(=O)(OC(C)(C)C)N1[C@@H](C[C@@H](C1)Br)C(=O)O